tert-Butyl (R)-(1-(2-amino-6-methylpyrimidin-4-yl)piperidin-3-yl)carbamate NC1=NC(=CC(=N1)N1C[C@@H](CCC1)NC(OC(C)(C)C)=O)C